pyridyliminopiperazine N1=C(C=CC=C1)N=C1NCCNC1